cyanoethyl-bis(dimethylaminopropyl)amine C(#N)CCN(CCCN(C)C)CCCN(C)C